OCCNC1=NC=CC(=N1)CN1C(C=C(C=C1)C1=NN(C2=NC=CC=C21)C2=CC=C(C=C2)C(F)(F)F)=O 1-((2-((2-hydroxyethyl)amino)pyrimidin-4-yl)methyl)-4-(1-(4-(trifluoromethyl)phenyl)-1H-pyrazolo[3,4-b]pyridin-3-yl)pyridin-2(1H)-one